(S)-3-((2-methoxy-2-oxoethyl)(2-methoxyphenyl)carbamoyl)pyrrolidine-1-carboxylic acid tert-butyl ester C(C)(C)(C)OC(=O)N1C[C@H](CC1)C(N(C1=C(C=CC=C1)OC)CC(=O)OC)=O